N-(5-{2-[4-(trifluoromethyl)phenoxy]ethyl}-1H-indol-3-yl)ethane-1-sulfonamide FC(C1=CC=C(OCCC=2C=C3C(=CNC3=CC2)NS(=O)(=O)CC)C=C1)(F)F